acryloyl-Oxypropylhexahydrophthalic acid C(C=C)(=O)OCCCC1(C(=O)O)C(C(=O)O)CCCC1